(R)-N-((2R,3R,4R,5S,6S)-6-((7H-purin-6-yl)amino)-4,5-dihydroxy-2-(hydroxymethyl)tetrahydro-2H-pyran-3-yl)-2,6-diaminohexanamide N1=CN=C2N=CNC2=C1N[C@@H]1[C@H]([C@@H]([C@H]([C@@H](O1)CO)NC([C@@H](CCCCN)N)=O)O)O